C(C)(C)(C)OC(C1=C(C=NC(=C1)C(NC)=O)C)=O methyl-6-(methylcarbamoyl)isonicotinic acid tert-butyl ester